N-(2-methanesulfonylethyl)-4-(2-{[(3S)-piperidin-3-yl]amino}-5-(trifluoromethyl)pyrimidin-4-yl)-1H-pyrrole-2-carboxamide CS(=O)(=O)CCNC(=O)C=1NC=C(C1)C1=NC(=NC=C1C(F)(F)F)N[C@@H]1CNCCC1